COC/C=C/C1=CN2C(S1)=C(C=N2)C(=O)Cl (E)-2-(3-methoxyprop-1-en-1-yl)pyrazolo[5,1-b]thiazole-7-carbonyl chloride